2-(4-((7-(2-ethylbutyl)-7H-pyrrolo[2,3-d]pyrimidin-2-yl)amino)-1H-pyrazol-1-yl)-N-methylacetamide C(C)C(CN1C=CC2=C1N=C(N=C2)NC=2C=NN(C2)CC(=O)NC)CC